2-(6-{5-chloro-2-[(oxacyclohex-4-yl)amino]pyrimidin-4-yl}-1-oxo-2,3-dihydro-1H-isoindol-2-yl)-N-[(2-fluorophenyl)methyl]acetamide ClC=1C(=NC(=NC1)NC1CCOCC1)C1=CC=C2CN(C(C2=C1)=O)CC(=O)NCC1=C(C=CC=C1)F